C(CCOCCOCCOCCOCCOCCCN)N 4,7,10,13,16-Pentaoxanonadecan-1,19-diamin